C(CCCCCCCCCC)(=O)OCCCCC(CN(CC(CCCCCOC(=O)C(CCCCCCCC)CCCCCCCC)O[Si](C)(C)C(C)(C)C)CCCCNC(=O)OC(C)(C)C)O[Si](C)(C)C(C)(C)C 6-{[4-(tert-butoxycarbonylamino)butyl]{2-[(tert-butyl)bis(methyl) siloxy]-7-(1-octylnonylcarbonyloxy)heptyl}amino}-5-[(tert-butyl)bis(methyl)siloxy]hexyl undecanoate